C(C=CC1=CC=CC=C1)(=O)OCCCCOC1=C(C=C(C=C1)C1(N=NC(S1)C=1C=NC=C(C1)F)S)Cl 5-(4-(4-cinnamoyloxybutoxy)-3-chlorophenyl)-2-(5-fluoro-3-pyridyl)-1,3,4-thiadiazole-5-thiol